tetrachloroindenedione ClC1=C(C(=C2C(C(C(C2=C1)=O)=O)Cl)Cl)Cl